5,7-difluoro-N-[(2S)-4-fluoro-1-({(2S)-4-hydroxy-3-oxo-1-[(3S)-2-oxopyrrolidin-3-yl]butan-2-yl}amino)-4-methyl-1-oxopentan-2-yl]-1H-indole-2-carboxamide FC=1C=C2C=C(NC2=C(C1)F)C(=O)N[C@H](C(=O)N[C@@H](C[C@H]1C(NCC1)=O)C(CO)=O)CC(C)(C)F